2,6-Anhydro-4-(6-chloro-3-cyano-2H-indazol-2-yl)-3,4,5-trideoxy-5-isobutyramido-D-glycero-D-galacto-non-2-enonic acid ClC=1C=CC2=C(N(N=C2C1)[C@H]1C=C(C(=O)O)O[C@H]([C@@H]1NC(C(C)C)=O)[C@H](O)[C@H](O)CO)C#N